(2S)-10-amino-2-cyclopropyl-7-[(3,3-difluorocyclobutyl)methyl]-3,3,9-trifluoro-2,4-dihydro-1H-[1,4]oxazepino[2,3-c]quinolin-6-one NC1=CC=2C3=C(C(N(C2C=C1F)CC1CC(C1)(F)F)=O)OCC([C@@H](N3)C3CC3)(F)F